NC=1C(NC2=C3C=CC=NC3=C(C=C2C1C1=C2C=NNC2=C(C=C1)F)O[C@H]1COCCC1)=O 3-amino-4-(7-fluoro-1H-indazol-4-yl)-6-[(3R)-oxan-3-yl]oxy-1H-1,7-phenanthrolin-2-one